methyl (1R,3S)-3-formyl-2,2-dimethylcyclopropanecarboxylate C(=O)[C@@H]1C([C@@H]1C(=O)OC)(C)C